3-(4-bromo-1,3-thiazol-2-yl)-3-ethoxypropanoate BrC=1N=C(SC1)C(CC(=O)[O-])OCC